C(C1=CC=CC=C1)OC[C@H]1COC=2C(=C3CN(C(C3=CC2)=O)[C]2C(NC(CC2)=O)=O)O1 (S)-3-(2-((benzyloxy)methyl)-7-oxo-2,3,7,9-tetrahydro-8H-[1,4]dioxino[2,3-e]isoindol-8-yl)-3λ3-piperidine-2,6-dione